hydrotrisulfide [S-]SS